1-(6-bromohexyl)-1-methylpyrrolidinium bromide [Br-].BrCCCCCC[N+]1(CCCC1)C